O(C1=CC=CC=C1)C(C)C=1C=C(C=CC1)B(O)O 3-(1-phenoxyethyl)phenylboronic acid